ClC=1C=C(C=CC1COC1=C(C=CC=C1)CCN(C1C=2C=CC(=NC2CCC1)C(=O)OCC)CCC1=CC=C(C=C1)C(=O)OC)C1=CC=C(C=C1)C(F)(F)F ethyl 5-([2-(2-{[3-chloro-4'-(trifluoromethyl)biphenyl-4-yl]methoxy}phenyl)-ethyl] {2-[4-(methoxycarbonyl)phenyl]ethyl}amino)-5,6,7,8-tetrahydroquinoline-2-carboxylate